OC=1C(=CC(=C2CCCC12)CC=1C(=NN(C1C)CCC(=O)O)C)C 3-[4-(7-hydroxy-6-methyl-indan-4-ylmethyl)-3,5-dimethyl-pyrazol-1-yl]-propionic acid